2,2-bis(4-fluorophenyl)succinic acid FC1=CC=C(C=C1)C(C(=O)O)(CC(=O)O)C1=CC=C(C=C1)F